4-(6-{[trans-4-(trifluoromethyl)cyclohexyl]methoxy}pyridazin-4-yl)pyridin FC([C@@H]1CC[C@H](CC1)COC1=CC(=CN=N1)C1=CC=NC=C1)(F)F